methyltaurine sodium salt [Na+].CNCCS(=O)(=O)[O-]